NC1=C(C(=O)NC[C@@H]2CC[C@H](CC2)NC(=O)O)C=CC=C1 trans-4-(2-aminobenzamidomethyl)cyclohexaminylcarboxylic acid